ClC=1C2=C(N=CN1)CCC2 4-chloro-6,7-dihydro-5H-cyclopenta[d]pyrimidine